2,6-Diethyl-4-isopropylphenol C(C)C1=C(C(=CC(=C1)C(C)C)CC)O